sulfur copper-zinc sulfide [S-2].[Zn+2].[Cu+2].[S+2].[S-2].[S-2]